N-((3-nitro-4-(((5-oxopyrrolidin-2-yl)methyl)amino)phenyl)sulfonyl)nicotinamide [N+](=O)([O-])C=1C=C(C=CC1NCC1NC(CC1)=O)S(=O)(=O)NC(C1=CN=CC=C1)=O